4,7,10,13,19,22,25,28-octaoxa-16-azahentriacontanedioic acid HCl salt Cl.C(CCOCCOCCOCCOCCNCCOCCOCCOCCOCCC(=O)O)(=O)O